C(C=C)(=O)N1CC(C(CC1)N[C@H]1CCC2=CC(=CC=C12)N1C(=NC=2C1=NC(=CC2)N2N=CC=C2)C=2C(=NC=CC2)N)C#N 1-acryloyl-4-(((S)-5-(2-(2-aminopyridin-3-yl)-5-(1H-pyrazol-1-yl)-3H-imidazo[4,5-b]pyridin-3-yl)-2,3-dihydro-1H-inden-1-yl)amino)piperidine-3-carbonitrile